N-({4-amino-1H,3H-furo[3,4-c]quinolin-7-yl}methyl)-5-cyano-N-[2-(trifluoro-methyl)pyridin-3-yl]pyridine-3-carboxamide NC1=NC=2C=C(C=CC2C2=C1COC2)CN(C(=O)C=2C=NC=C(C2)C#N)C=2C(=NC=CC2)C(F)(F)F